N1C=CC2=CC=CC(=C12)CNC([C@H](C)NC([C@H](CC(N1CCCC1)=O)NC(CCC1=CC=CC=C1)=O)=O)=O (2S)-N-[(1S)-2-(1H-indol-7-ylmethylamino)-1-methyl-2-oxo-ethyl]-4-oxo-2-(3-phenylpropanoylamino)-4-pyrrolidin-1-yl-butanamide